6-methyl-N-[(4-methyl-1,3-thiazol-2-yl)methyl]-4-[(1-methylcyclopropyl)amino]furo[2,3-d]pyrimidine-5-carboxamide CC1=C(C2=C(N=CN=C2NC2(CC2)C)O1)C(=O)NCC=1SC=C(N1)C